C(C)C=1N(C(C=CC1C(=O)OCC1=C(C=CC=C1)C1=NC(=NC=C1)NC1=CC=C(C=C1)C(F)(F)F)=O)C1=CC(=CC=C1)N1N=NC=C1C (2-(2-((4-(trifluoromethyl)phenyl)amino)pyrimidin-4-yl)phenyl)methanol ethyl-1-(3-(5-methyl-1H-1,2,3-triazol-1-yl)phenyl)-6-oxo-1,6-dihydropyridine-3-carboxylate